ClC1=CC=C(C=C1)C(C1=CC=C(OC(C(=O)[O-])(C)C)C=C1)O 2-(4-((4-chlorophenyl) (hydroxy) methyl) phenoxy)-2-methylpropionate